benzyl 4-hydroxyphenylacetate OC1=CC=C(C=C1)CC(=O)OCC1=CC=CC=C1